4-[1-[[4-((3R)-3-(3-Methoxyphenoxy)pyrrolidin-1-yl)tetrahydropyran-4-carbonyl]amino]cyclopropyl]benzoic acid COC=1C=C(O[C@H]2CN(CC2)C2(CCOCC2)C(=O)NC2(CC2)C2=CC=C(C(=O)O)C=C2)C=CC1